ClC1=C(C(=CC(=C1)N1CCOCC1)C#N)NC(CCC1CCCCC1)=O N-(2-Chloro-6-cyano-4-morpholin-4-yl-phenyl)-3-cyclohexyl-propionamide